COC1=C(C=C(C(=C1)SCCC)OC)C(C)N [2,5-Dimethoxy-4-(propylsulfanyl)phenyl]ethan-1-amine